NCN1C=C2C3(C(C(CC=C13)=O)C1C(NC(CC1)=O)=O)C=CC=C2 3-[5-(aminomethyl)-2-oxo-benzo[c]indol-1-yl]piperidine-2,6-dione